1-(4-methoxybenzyl)pyrrolo[4,3,2-de]quinazolin-2(1H)-one COC1=CC=C(CN2C(C=3N=CN=C4C=CC=C2C34)=O)C=C1